CC1C(=NC=2N=C(N=C(C21)C)NC2=NC=C(C=C2)N2CCN(CC2)C2CCNCC2)C(=O)N dimethyl-2-[[5-[4-(4-piperidyl)piperazin-1-yl]-2-pyridyl]amino]pyrrolo[2,3-d]pyrimidine-6-carboxamide